3-(4-(Trifluoromethyl)phenyl)furan-2(5H)-one FC(C1=CC=C(C=C1)C=1C(OCC1)=O)(F)F